Cl.O=C1NC(CCC1NC=1C=NN(C1)C1CCN(CC1)CC(=O)O)=O 2-[4-[4-[(2,6-dioxo-3-piperidyl)amino]pyrazol-1-yl]-1-piperidyl]acetic acid hydrochloride